5-(4-fluorophenyl)-2-(methylsulfonyl)oxazole 4-propoxycinnamate C(CC)OC1=CC=C(C=CC(=O)O)C=C1.FC1=CC=C(C=C1)C1=CN=C(O1)S(=O)(=O)C